propyl-methyl-3-propyl-guanidine C(CC)N(C(=N)NCCC)C